BrC1=C(C=C2C(C(=NNC2=C1)C1=C(C=CC=C1F)Cl)=O)F 7-bromo-3-(2-chloro-6-fluoro-phenyl)-6-fluoro-1H-cinnolin-4-one